C(CCC)[C@@]1(NS(C2=C(N(C1)C1=CC=CC=C1)C=C(C(=C2)CSCC(=O)O)OC)(=O)=O)CC (S)-2-(((3-butyl-3-ethyl-7-methoxy-1,1-dioxido-5-phenyl-2,3,4,5-tetrahydro-1,2,5-benzothiadiazepin-8-yl)methyl)thio)acetic acid